CN(C(=O)C1=CC2=C(NC(=N2)C2=CC=C(C=C2)NC(=O)C2=COC=C2)C=C1)C1=CC=CC=C1 2-{4-[(furan-3-carbonyl)-amino]-phenyl}-1H-benzimidazole-5-carboxylic acid methyl-phenyl-amide